[Pb+2].[NH4+] ammonium lead